2-((6-(4-(3-aminooxetane-3-carbonyl)piperazin-1-yl)-3,5-dicyano-4-ethylpyridin-2-yl)sulfanyl)-2-phenylacetamide formate C(=O)O.NC1(COC1)C(=O)N1CCN(CC1)C1=C(C(=C(C(=N1)SC(C(=O)N)C1=CC=CC=C1)C#N)CC)C#N